2,2,5,5-tetrafluoro-3-(difluoromethyl)sulfolane methyl-7-fluoro-4-oxo-4,5-dihydroimidazo[1,5-a]quinoxaline-8-carboxylate COC(=O)C1=C(C=C2NC(C=3N(C2=C1)C=NC3)=O)F.FC3(S(=O)(=O)C(CC3C(F)F)(F)F)F